4,4'-di-tert-butyl-(2,2')-bipyridin C(C)(C)(C)C1=CC(=NC=C1)C1=NC=CC(=C1)C(C)(C)C